C(#N)N(C1=CC(=CC(=C1)F)F)C=1SC(=C(N1)C(=O)N[C@H]1CCC12CCCC2)C 2-(N-cyano-3,5-difluoroanilino)-5-methyl-N-[(3S)-spiro[3.4]octan-3-yl]-thiazole-4-carboxamide